N-(1,1-dimethylsilinan-4-yl)-6-(3-pyridyl)-1H-pyrrolo[2,3-b]pyridine-2-carboxamide C[Si]1(CCC(CC1)NC(=O)C1=CC=2C(=NC(=CC2)C=2C=NC=CC2)N1)C